Cl.ClCCC(=O)N1[C@@H](CN[C@H](C1)C)C 3-chloro-1-((2R,5S)-2,5-dimethylpiperazin-1-yl)propan-1-one hydrochloride